CN1N=C(C=C1C=1C=2N(C(=NC1)N(C(OC(C)(C)C)=O)CC1=C(C=CC3=C1CCO3)F)C=C(N2)C=O)C tert-butyl (8-(1,3-dimethyl-1H-pyrazol-5-yl)-2-formylimidazo[1,2-c]pyrimidin-5-yl)((5-fluoro-2,3-dihydrobenzofuran-4-yl)methyl)carbamate